5-fluoro-3-pentylbenzo[d]isoxazole FC=1C=CC2=C(C(=NO2)CCCCC)C1